14-Chloro-8,8-dimethyl-7a,8-dihydrobenzo[d]naphtho[1,2-f]pyrazolo[5,1-b][1,3]oxazepin-9(10H)-one ClC1=CC2=C(N3C(OC4=C2C=2C=CC=CC2C=C4)C(C(N3)=O)(C)C)C=C1